CC1=CC(=C(C=C1C)[N+](=O)[O-])NC(=O)C N-(4,5-dimethyl-2-nitrophenyl)acetamide